C(C)(C)(C)N1C(C(NCC1)C)CO (1-(tert-butyl)-3-methylpiperazin-2-yl)methanol